tert-Butyl 6-(6-(2-((tert-butoxycarbonyl)amino)-3-cyano-7-fluorothieno[3,2-c]pyridin-4-yl)-5-fluoro-7,9-dihydrofuro[3,4-f]quinazolin-3-yl)-2,6-diazabicyclo[3.2.0]heptane-2-carboxylate C(C)(C)(C)OC(=O)NC1=C(C=2C(=NC=C(C2S1)F)C=1C2=C(C=3C=NC(=NC3C1F)N1C3CCN(C3C1)C(=O)OC(C)(C)C)COC2)C#N